tert-butyl N-[[1-(2,6-dioxo-3-piperidyl)-2-oxo-benzo[cd]indol-6-yl]methyl]carbamate O=C1NC(CCC1N1C(C2=C3C(C(=CC=C13)CNC(OC(C)(C)C)=O)=CC=C2)=O)=O